NC1=NC=CC(=C1)C[C@@H]1[C@H](N(C1=O)C(N[C@H](C)C1=CC=CC=C1)=O)C(=O)OCC1=CC=CC=C1 benzyl (2S,3R)-3-[(2-aminopyridin-4-yl)methyl]-4-oxo-1-{[(1R)-1-phenylethyl]carbamoyl}azetidine-2-carboxylate